N-(5-bromo-2-fluorophenyl)-6-methyl-5-nitroisoquinolin-1-amine BrC=1C=CC(=C(C1)NC1=NC=CC2=C(C(=CC=C12)C)[N+](=O)[O-])F